N1CNC(C1)C(=O)N imidazolidine-4-carboxamide